FC1=CC=CC=2OCCOC3=CC(=CC=C3C3=NNC4=CN=C(C12)N=C34)N3CCN(CC3)C 16-fluoro-5-(4-methylpiperazin-1-yl)-8,11-dioxa-19,22,23,25-tetraazapentacyclo[16.5.2.02,7.012,17.021,24]pentacosa-1(23),2,4,6,12(17),13,15,18,20,24-decaene